4-(Dimethoxymethyl)-1-(3-nitrophenyl)piperidine COC(C1CCN(CC1)C1=CC(=CC=C1)[N+](=O)[O-])OC